ClC(C1=NC(=NO1)C=1C=CC(=NC1)CP(OCC)(=O)NC1=CC=C(C=C1)C)(F)F ethyl P-((5-(5-(chlorodifluoromethyl)-1,2,4-oxadiazol-3-yl)pyridin-2-yl)methyl)-N-(p-tolyl)phosphonamidate